C[C@H]1CC[C@@H](N(C1)C(C(=O)OCC(F)(F)F)=O)C=1C=CC2=C(N=C(S2)C2CCN(CC2)C2COC2)C1 2,2,2-Trifluoroethyl 2-[(2R,5S)-5-methyl-2-[2-[1-(oxetan-3-yl)-4-piperidyl]-1,3-benzothiazol-5-yl]-1-piperidyl]-2-oxo-acetate